2-amino-1,3-selenazol NC=1[Se]C=CN1